ClC=1C=C2C(=C3C1NC(NC31CCCCC1)=O)OC(=N2)CNCC2(COC2)F 5-chloro-2-({[(3-fluorooxetan-3-yl)methyl]amino}methyl)-7,8-dihydro-6H-spiro[[1,3]oxazolo[5,4-f]quinazoline-9,1'-cyclohexane]-7-one